ClC=1C=CC=C2C(C(NC12)(C1=CC=CC=C1)C1C(N(C(C1O)=O)C)=O)=O 3-(7-Chloro-3-oxo-2-phenylindolin-2-yl)-4-hydroxy-1-methylpyrrolidine-2,5-dione